di-isopropyl-toluidine C(C)(C)N(C=1C(=CC=CC1)C)C(C)C